2-(tert-butyl) 6-(1-ethoxy-3-(4-(ethoxycarbonyl)phenyl)-1,3-dioxopropan-2-yl) 2-azaspiro[3.3]heptane-2,6-dicarboxylate C1N(CC12CC(C2)C(=O)OC(C(=O)OCC)C(=O)C2=CC=C(C=C2)C(=O)OCC)C(=O)OC(C)(C)C